(P)-O-(3-(2-chloro-4-(6-(N-(isoxazol-3-yl)-N-(4-methoxybenzyl)sulfamoyl)-2-oxoquinolin-1(2H)-yl)-5-methoxyphenyl)-1-(trifluoromethyl)cyclobutyl) O-phenyl carbonothioate C(OC1(CC(C1)C1=C(C=C(C(=C1)OC)N1C(C=CC2=CC(=CC=C12)S(N(CC1=CC=C(C=C1)OC)C1=NOC=C1)(=O)=O)=O)Cl)C(F)(F)F)(OC1=CC=CC=C1)=S